(R)-2-((5-chloro-3-(methylsulfonyl)pyridin-2-yl)methyl)-3-(4-chlorophenyl)-4-fluoro-3-methoxy-6-(1-methyl-1H-pyrazole-4-carbonyl)isoindolin-1-one ClC=1C=C(C(=NC1)CN1C(C2=CC(=CC(=C2[C@]1(OC)C1=CC=C(C=C1)Cl)F)C(=O)C=1C=NN(C1)C)=O)S(=O)(=O)C